(2S,4R)-1-((R)-2-(3-((1S,4S)-2,5-diazabicyclo[2.2.1]heptan-2-yl)isoxazol-5-yl)-3-methylbutanoyl)-4-hydroxy-N-((S)-1-(4-(4-methylthiazol-5-yl)phenyl)ethyl)pyrrolidine-2-carboxamide [C@@H]12N(C[C@@H](NC1)C2)C2=NOC(=C2)[C@H](C(=O)N2[C@@H](C[C@H](C2)O)C(=O)N[C@@H](C)C2=CC=C(C=C2)C2=C(N=CS2)C)C(C)C